ClC=1C(=C(C=CC1)S(=O)(=O)NC1=C(C=C(C=C1F)C#CC=1C=NC=C(C1)C)F)C 3-chloro-N-[2,6-difluoro-4-[2-(5-methyl-3-pyridinyl)ethynyl]phenyl]-2-methyl-benzenesulfonamide